3,6-dimethyl-1-(N,N-dipropylamino)-7-cyano-8-hydroxyisoquinoline CC=1N=C(C2=C(C(=C(C=C2C1)C)C#N)O)N(CCC)CCC